5-[3-[(2-Chlorophenylacetyl)amino]phenyl]-1H-naphtho[1,2-b][1,4]diazepine-2,4(3H,5h)-dione ClC1=C(C=CC=C1)CC(=O)NC=1C=C(C=CC1)N1C2=C(NC(CC1=O)=O)C1=CC=CC=C1C=C2